(R)-2-(3-(4-amino-3-(3-fluoro-4-phenoxyphenyl)-2-oxo-2,3-dihydro-1H-imidazo[4,5-c]pyridin-1-yl)piperidine-1-carbonyl)-4-methyl-4-(4-(oxetan-3-yl)piperazin-1-yl)pent-2-enenitrile NC1=NC=CC2=C1N(C(N2[C@H]2CN(CCC2)C(=O)C(C#N)=CC(C)(N2CCN(CC2)C2COC2)C)=O)C2=CC(=C(C=C2)OC2=CC=CC=C2)F